C(C)(C)(C)OC(=O)N1CC2(C1)CC(C2)CC(=N)N 6-(2-amino-2-imino-ethyl)-2-azaspiro[3.3]heptane-2-carboxylic acid tert-butyl ester